FC1=CC=C(C[C@@]2(NCCC2)C(=O)O)C=C1 α-(4-fluorobenzyl)proline